N-benzyl-4-(1-methyl-5-(((tetrahydro-2H-pyran-2-yl)oxy)methyl)-1H-1,2,3-triazol-4-yl)aniline C(C1=CC=CC=C1)NC1=CC=C(C=C1)C=1N=NN(C1COC1OCCCC1)C